C(C1=CC=CC=C1)OCCOCCO[C@H](COC1=CC=2C(C=N1)=NN(C2)C(C)=O)C 1-[5-[(2S)-2-[2-(2-benzyloxyethoxy)ethoxy]propoxy]pyrazolo[3,4-c]pyridin-2-yl]ethanone